4-bromobutyl-cholesterol carbonate C(O)(=O)O[C@@H]1CC2=CC[C@H]3[C@@H]4CC[C@H]([C@@H](CCCC(CCCCCBr)C)C)[C@]4(CC[C@@H]3[C@]2(CC1)C)C